FC1=CC=C(C=2C(CCC12)O)C#N 7-fluoro-3-hydroxy-2,3-dihydro-1H-indene-4-carbonitrile